N-(3-(2-((4-methyl-4H-1,2,4-triazol-3-yl)methyl)spiro[3.3]heptan-2-yl)phenyl)-6,7-dihydro-5H-cyclopenta[b]pyridine-2-carboxamide CN1C(=NN=C1)CC1(CC2(C1)CCC2)C=2C=C(C=CC2)NC(=O)C2=CC=C1C(=N2)CCC1